C1(=CC=CC=C1)C=1NC2=CC=CC=C2C1C1(OC(=O)C2=CC(=CC=C12)N(C)C)C1=C(NC2=CC=CC=C12)C1=CC=CC=C1 3,3-bis(2-phenylindol-3-yl)-6-dimethylaminophthalide